FC=1C=C(C=CC1C(F)(F)F)[C@H](C(=O)N1CCN(CC1)C=1C2=C(N=CN1)[C@@H](C[C@H]2C)O)CN2CCN(CC2)C (S)-2-(3-fluoro-4-(trifluoromethyl)phenyl)-1-(4-((5R,7R)-7-hydroxy-5-methyl-6,7-dihydro-5H-cyclopenta[d]pyrimidin-4-yl)piperazin-1-yl)-3-(4-methylpiperazin-1-yl)propan-1-one